5-chloro-2-[(4-ethylpiperazin-1-yl)methyl]-7,8-dihydro-6H-spiro[[1,3]oxazolo[5,4-f]quinazoline-9,1'-cyclohexane]-7-one ClC=1C=C2C(=C3C1NC(NC31CCCCC1)=O)OC(=N2)CN2CCN(CC2)CC